Tri(n-butyl)methyl-titanium C(CCC)[Ti](C)(CCCC)CCCC